N(=[N+]=[N-])CC1=CC=C(C=C1)OB(O)O 4-azidomethylphenylboric acid